[Cl-].[Cl-].C[SiH](C)[Zr](C1C(=CC2=C(C=CC=C12)C1=CC=C(C=C1)C(C)(C)C)C)(C1C(=CC2=C(C(=C(C=C12)C(C)(C)C)OC)C1=CC=CC=C1)C)C1C(=CC2=C(C(=C(C=C12)C(C)(C)C)OC)C1=CC=CC=C1)C rac-trans-dimethylsilylbis(2-methyl-4-phenyl-5-methoxy-6-tert-butyl-indenyl)(2-methyl-4-(4-tert-butylphenyl)indenyl)zirconium dichloride